dimethyl (3-oxo-1,3-dihydroisobenzofuran-1-yl)phosphonate O=C1OC(C2=CC=CC=C12)P(OC)(OC)=O